ethyl 5-((tert-butoxycarbonyl) amino)-4,5,6,7-tetrahydrobenzo[b]thiophene-2-carboxylate C(C)(C)(C)OC(=O)NC1CC2=C(SC(=C2)C(=O)OCC)CC1